1-nitro-4-phenethoxybenzene [N+](=O)([O-])C1=CC=C(C=C1)OCCC1=CC=CC=C1